C(OC(C(Cl)(Cl)Cl)(C)C)([O-])=O 1,1-dimethyl-2,2,2-trichloroethyl carbonate